(R)-N-(1-(3-amino-5-(trifluoromethyl)phenyl)ethyl)-7-ethynyl-2-methyl-6-(2-(oxetan-3-yloxy)ethoxy)quinazolin-4-amine NC=1C=C(C=C(C1)C(F)(F)F)[C@@H](C)NC1=NC(=NC2=CC(=C(C=C12)OCCOC1COC1)C#C)C